tetracyclo[2.2.0.02,6.03,5]hexanamine C12(C3C4C2C4C31)N